FC1(CCN(CC1)C(=O)OC(C)(C)C)C=1OC2=C(N1)C=C(C=C2)OC Tert-Butyl 4-fluoro-4-(5-methoxy-1,3-benzoxazol-2-yl)piperidine-1-carboxylate